2-(5-(4-(2-morpholinoethoxy)phenyl)pyridin-2-yl)-N-benzylacetamide mesylate salt S(C)(=O)(=O)O.O1CCN(CC1)CCOC1=CC=C(C=C1)C=1C=CC(=NC1)CC(=O)NCC1=CC=CC=C1